C(CC1=CC=CC=C1)O[C@@H]1[C@H](C1)C(=O)OCC ethyl (1S,2S)-2-phenethyloxycyclopropane-1-carboxylate